C(C)C=1C=NC=CC1CO (3-Ethylpyridin-4-yl)methanol